tert-butyl (R)-(1-(5-bromopyridin-2-yl)-2-oxopiperidin-3-yl)carbamate BrC=1C=CC(=NC1)N1C([C@@H](CCC1)NC(OC(C)(C)C)=O)=O